3-[4-(triazolo[4,5-b]pyridin-4-ylmethyl)phenyl]-5-(trifluoromethyl)-1,2,4-oxadiazole N1=NN=C2N(C=CC=C21)CC2=CC=C(C=C2)C2=NOC(=N2)C(F)(F)F